CCCCCCCCCCCCCC(=O)OC[C@H](COP(=O)(O)OC[C@H](CO)O)OC(=O)CCCCCCC/C=C\CCCCCC 1-tetradecanoyl-2-(9Z-hexadecenoyl)-glycero-3-phospho-(1'-sn-glycerol)